C(C(C)C)OC(C(CCCOC1=C(C=C(C(=C1)C)Cl)C)(C)C)=O 5-(4-chloro-2,5-dimethylphenoxy)-2,2-dimethylpentanoic acid isobutyl ester